C1=NC2=C(N1[C@H]3[C@@H]([C@@H](C(O3)COP(=O)(O)OP(=O)(O)OCC4C(=C(C5C(O4)NC6=C(N5)C(=O)NC(=N6)N)[S-])[S-])O)O)N=C(NC2=O)N.C1=NC2=C(N1[C@H]3[C@@H]([C@@H](C(O3)COP(=O)(O)OP(=O)(O)OCC4C(=C(C5C(O4)NC6=C(N5)C(=O)NC(=N6)N)[S-])[S-])O)O)N=C(NC2=O)N.[Mo+4] The molecule is a molybdopterin dinucleotide and a Mo-molybdopterin cofactor. It is a conjugate acid of a bis(molybdopterin guanine dinucleotide)molybdenum(4-).